2-chloro-N,N-diphenylbenzofuran-6-amine ClC=1OC2=C(C1)C=CC(=C2)N(C2=CC=CC=C2)C2=CC=CC=C2